3-(((2-chloro-5-(3,3-diethoxyprop-1-yn-1-yl)pyrimidin-4-yl)amino)methyl)pyrazine ClC1=NC=C(C(=N1)NCC=1C=NC=CN1)C#CC(OCC)OCC